2-[4-[1-(2,6-dibenzyloxy-3-pyridyl)-3-methyl-2-oxo-benzimidazol-5-yl]oxyphenyl]acetic acid C(C1=CC=CC=C1)OC1=NC(=CC=C1N1C(N(C2=C1C=CC(=C2)OC2=CC=C(C=C2)CC(=O)O)C)=O)OCC2=CC=CC=C2